OC1=CC(=CC2=CC=CC=C12)C(=O)OC Methyl 4-hydroxynaphthalene-2-carboxylate